[6-(4-formylphenyl)-4-methoxypyridazin-3-yl]-N-methylpropan-2-enamide C(=O)C1=CC=C(C=C1)C1=CC(=C(N=N1)C(C(=O)NC)=C)OC